C(C1=CC=CC=C1)OC1=C(C=CC=C1C(C)C1CC1)C(C(=O)OC)C methyl 2-(2-(benzyloxy)-3-(1-cyclopropylethyl)phenyl)propanoate